5-(5-methoxypyridin-3-yl)-2-(pyridin-4-yl)-1H-indole COC=1C=C(C=NC1)C=1C=C2C=C(NC2=CC1)C1=CC=NC=C1